1-(morpholin-4-yl)ethan-1-one N1(CCOCC1)C(C)=O